C1(CCCC1)N1C(=CC2=C1N=C(N=C2)NC2=CC=C(C=C2)C2=CSC1=C2OC(=CC1=O)N1CCOCC1)NC(OC(C)(C)C)=O tert-Butyl (7-cyclopentyl-2-((4-(5-morpholino-7-oxo-7H-thieno[3,2-b]pyran-3-yl)phenyl)amino)-7H-pyrrolo[2,3-d]pyrimidin-6-yl)carbamate